FC1=CC=C(/C=C/C=2C=CC(=C(C(=O)O)C2)O)C=C1 (E)-5-(4-fluorostyryl)-2-hydroxybenzoic acid